[Br-].OCCOC=1C=C(C=CC1)CCCCCC(C\C=C\C\C=C\CC=C)N1C=[N+](C=C1)CCC 1-((8E,11E)-1-(3-(2-hydroxyethoxy)phenyl)pentadeca-8,11,14-trien-6-yl)-3-propyl-1H-imidazol-3-ium bromide